4,4,5,5-tetramethyl-vinyl-1,3,2-dioxaborolane CC1(OB(OC1(C)C)C=C)C